Cl.C(CC)(OCC)=N ethyl propiimidate hydrochloride